OCC1(CCCC1)CNC(=O)C1CCN(CC12CC2)C=2C1=C(N=CN2)NC=C1 N-[[1-(hydroxymethyl)cyclopentyl]methyl]-5-(7H-pyrrolo[2,3-d]pyrimidin-4-yl)-5-azaspiro[2.5]octane-8-carboxamide